ClC1=NN2C(N=CC3=C2C(CC3C(=O)OC)(C3=NNC=C3)C)=C1 methyl 2-chloro-8-methyl-8-(1H-pyrazol-3-yl)-7,8-dihydro-6H-cyclopenta[e]pyrazolo[1,5-a]pyrimidine-6-carboxylate